1-[(5-chloro-2-methoxyphenyl)carbonyl]piperidin ClC=1C=CC(=C(C1)C(=O)N1CCCCC1)OC